FC(OC1=C(C=C(C=C1)S(=O)(=O)C=1C=NN(C1)C[C@H](C)N(C)C)C1=NN(C=C1NC(=O)C=1C=NN2C1N=CC=C2)C)F N-[3-[2-(difluoromethoxy)-5-[1-[(2S)-2-(dimethylamino)propyl]pyrazol-4-yl]sulfonyl-phenyl]-1-methyl-pyrazol-4-yl]pyrazolo[1,5-a]pyrimidine-3-carboxamide